COC1=CC=2N(C=C1C(=O)NC1=CC(=CC=C1)C(F)(F)F)C=C(N2)C2CCOCC2 7-methoxy-2-(tetrahydro-2H-pyran-4-yl)-N-(3-(trifluoromethyl)phenyl)imidazo[1,2-a]pyridine-6-carboxamide